ClC=1C(=C(C=CC1)\C(\C(=O)OC)=N/OC)CO\N=C(/COC)\C1=CC=C(C=C1)F methyl (2E)-2-[3-chloro-2-[[(Z)-[1-(4-fluorophenyl)-2-methoxy-ethylidene]-amino]oxymethyl]phenyl]-2-methoxyimino-acetate